OCC1(CCC(CC1)NC([O-])=O)C(F)(F)F [4-(hydroxymethyl)-4-(trifluoromethyl)cyclohexyl]carbamate